Cl.O1CC[C@H](C2=CC=CC=C12)NC(=O)[C@@H]1CC[C@H]2N1C([C@H](CN(CC2)C(C(C)(C)OC)=O)NC([C@H](C)NC)=O)=O (5S,8S,10aR)-N-((R)-chroman-4-yl)-3-(2-methoxy-2-methylpropanoyl)-5-((S)-2-(methylamino)propanamido)-6-oxodecahydropyrrolo[1,2-a][1,5]diazocine-8-carboxamide hydrochloride